methyl 5-bromo-2-methylbenzofuran-3-carboxylate BrC=1C=CC2=C(C(=C(O2)C)C(=O)OC)C1